COC(=O)[C@H]1N(C[C@H](C1)N1N=NC=C1C(C)(C)O)C(=O)OC(C)(C)C (2s,4s)-4-(5-(2-hydroxypropan-2-yl)-1H-1,2,3-triazol-1-yl)pyrrolidine-1,2-dicarboxylic acid 1-(tert-butyl) ester 2-methyl ester